N-((2-(6-(3,3-difluoro-4-((2-nitrophenyl)sulfonamido)piperidin-1-yl)pyridin-2-yl)-1,6-naphthyridin-7-yl)methyl)-4-methyl-3-(methylsulfonyl)benzamide FC1(CN(CCC1NS(=O)(=O)C1=C(C=CC=C1)[N+](=O)[O-])C1=CC=CC(=N1)C1=NC2=CC(=NC=C2C=C1)CNC(C1=CC(=C(C=C1)C)S(=O)(=O)C)=O)F